ClC1=NC2=C(C(=NC=C2C(=C1)Cl)Cl)F 2,4,7-trichloro-8-fluoro-1,6-naphthyridine